[Ca].CN1C=2C(NC(=NC2NC[C@@H]1CNC1=CC=C(C(N[C@@H](CCC(=O)O)C(=O)O)=O)C=C1)N)=O (6S)-5-methyl-tetrahydrofolic acid calcium